Cl.ClC1=CC2=C(N(C(C(N2C)=O)=O)C2CCNCC2)N=C1C 7-chloro-1,6-dimethyl-4-(piperidin-4-yl)-1,4-dihydropyrido[2,3-b]pyrazine-2,3-dione hydrochloride